FC(C=1C=C(C=NC1)OC1=CC=C(OCC(=O)N)C=C1)(F)F 2-(4-((5-(trifluoromethyl)pyridin-3-yl)oxy)phenoxy)acetamide